3-(5-(4-((9-benzoyl-6-oxa-2,9-diazaspiro[4.5]decan-2-yl)methyl)pyridin-2-yl)-1-oxoisoindolin-2-yl)piperidine-2,6-dione C(C1=CC=CC=C1)(=O)N1CCOC2(CCN(C2)CC2=CC(=NC=C2)C=2C=C3CN(C(C3=CC2)=O)C2C(NC(CC2)=O)=O)C1